N-9-octadecen-1-yl-1,3-diaminopropane C(CCCCCCCC=CCCCCCCCC)NCCCN